methyl (E)-3-amino-6-chloro-2-(2-ethoxyvinyl)isonicotinate NC1=C(C(=O)OC)C=C(N=C1\C=C\OCC)Cl